7-chloro-2,4-dihydro-1H-3,1-benzoxazine-2,4-dione ClC1=CC2=C(C(OC(N2)=O)=O)C=C1